N-(9-Fluorenylmethoxycarbonyl)-3-O-(2,3,4,6-tetra-O-acetyl-β-D-glucopyranosyl)-L-serine Pentafluorophenyl ester FC1=C(C(=C(C(=C1OC([C@@H](NC(=O)OCC1C2=CC=CC=C2C=2C=CC=CC12)CO[C@H]1[C@H](OC(C)=O)[C@@H](OC(C)=O)[C@H](OC(C)=O)[C@H](O1)COC(C)=O)=O)F)F)F)F